1-phenyl-3-(3,5-di-tert-butyl-styryl)-5-(3,5-di-tert-butyl-phenyl)-pyrazoline C1(=CC=CC=C1)N1NC(=CC1C1=CC(=CC(=C1)C(C)(C)C)C(C)(C)C)C=CC1=CC(=CC(=C1)C(C)(C)C)C(C)(C)C